C(C)(C)(C)C=1C=C(C(=CC1)N)N 4-tert-butylbenzene-1,2-diamine